C(N)(OC(C(=NN(C1=CC(=C(C(=C1)Cl)OC=1C=C2C=CC=NC2=CC1)Cl)CC)C#N)=O)=O Ethyl-(2-cyano-2-(2-(3,5-dichloro-4-(quinolin-6-yloxy) phenyl) hydrazono) acetyl) carbamate